4-(3-methyl-4-hydroxyphenyl)-1,4-bis(4-hydroxyphenyl)pentane CC=1C=C(C=CC1O)C(CCCC1=CC=C(C=C1)O)(C)C1=CC=C(C=C1)O